tert-Butyl-4-((1R,2S)-2-(4-(N,N-dimethylsulfamoyl)phenylsulfonamido)cyclohexyl)piperazine-1-carboxylate C(C)(C)(C)OC(=O)N1CCN(CC1)[C@H]1[C@H](CCCC1)NS(=O)(=O)C1=CC=C(C=C1)S(N(C)C)(=O)=O